tris(2-furyl)phosphine O1C(=CC=C1)P(C=1OC=CC1)C=1OC=CC1